(S)-3-(3,4-dichlorobenzyl)-8-(1-ethyl-3-(trifluoromethyl)-1H-pyrazol-4-yl)-6-((2-iminooxazol-3(2H)-yl)methyl)chroman-4-one ClC=1C=C(C[C@H]2COC3=C(C=C(C=C3C2=O)CN2C(OC=C2)=N)C=2C(=NN(C2)CC)C(F)(F)F)C=CC1Cl